N-(pyridin-2-yl)acetamide hydrochloride Cl.N1=C(C=CC=C1)NC(C)=O